5-[(4-Methoxyphenyl)methyl]-6-[[(2S)-2-methylpyrrolidin-1-yl]methyl]pyrrolo[3,2-c]pyridazin-3-amine COC1=CC=C(C=C1)CN1C(=CC=2N=NC(=CC21)N)CN2[C@H](CCC2)C